CC(C=O)CC1=CCC(C1)CCC (±)-2-methyl-3-(4-propyl-1-cyclopenten-1-yl)propanal